racemic-(4aS,9aR)-7-bromo-2,3,4,4a,9,9a-hexahydroindeno[2,1-b][1,4]oxazine BrC1=CC=2C[C@H]3OCCN[C@H]3C2C=C1 |r|